C12OCC(CC1)(C2)C(=O)N 2-oxabicyclo[2.2.1]heptane-4-carboxamide